C(CC)C1=C(C(=C(C(=C1C)OC)O)OC)C 4-propyl-2,6-dimethoxy-3,5-dimethylphenol